CN1CCN(CC1)C1=CC(=CC=C1)C methyl-4-(3-methylphenyl)piperazine